F[C@@H]1C[C@H](N(C1)C(CC1=NN(C(=N1)OC)C)=O)C(=O)N[C@@H](C1=CC=CC=C1)C1=NC(=C(C=C1)C(C)C)F (2S,4R)-4-fluoro-N-[(S)-[6-fluoro-5-(propan-2-yl)pyridin-2-yl](phenyl)methyl]-1-[2-(5-methoxy-1-methyl-1H-1,2,4-triazol-3-yl)acetyl]pyrrolidine-2-carboxamide